C1=CC=CC=2C3=CC=CC=C3C(C12)COC(=O)N[C@](C(=O)N[C@@H](CC(C)C)C(=O)OC)(CCCN/C(=N/C(=O)OC(C)(C)C)/NC(=O)OC(C)(C)C)C methyl ((S)-2-((((9H-fluoren-9-yl)methoxy)carbonyl)amino)-5-((Z)-2,3-bis(tert-butoxycarbonyl)guanidino)-2-methylpentanoyl)-L-leucinate